9,9-dimethyl-6-(p-tolylsulfonyl)-7,8-dihydropyrazolo[1,5-a][1,5]naphthyridin-2-ol CC1(CCN(C=2C=CC=3N(C12)N=C(C3)O)S(=O)(=O)C3=CC=C(C=C3)C)C